N-(2-chloro-5-fluorobenzylidene)-4-methylbenzenesulfonamide ClC1=C(C=NS(=O)(=O)C2=CC=C(C=C2)C)C=C(C=C1)F